ClC1=CNC2=C(C=CC=C12)NS(=O)(=O)C1=CC(=CC=C1)C(=O)N1CCN(CC1)C(\C=C\C(=O)C1=CC=C(C=C1)OC)=O (E)-N-(3-chloro-1H-indol-7-yl)-3-(4-(4-(4-methoxyphenyl)-4-oxobut-2-enoyl)piperazine-1-carbonyl)benzenesulfonamide